6-(3-Amino-1-methyl-1H-pyrazol-5-yl)-7-methyl-5-(4-((4-methylpyrimidin-2-yl)oxy)phenyl)-7H-pyrrolo[2,3-d]pyrimidin-4-amine NC1=NN(C(=C1)C1=C(C2=C(N=CN=C2N)N1C)C1=CC=C(C=C1)OC1=NC=CC(=N1)C)C